F[B-](F)(F)F.C(CCCCCCCCCCCCC)N1C(N(C=C1)C)C 1-tetradecyl-2,3-dimethylimidazole tetrafluoroborate